4-{6-(2-(5-Methoxy-1-methyl-1H-indol-4-yl)-ethylamino)-pyrimidin-4-yl}-2-methylsulfanyl-benzoic acid COC=1C(=C2C=CN(C2=CC1)C)CCNC1=CC(=NC=N1)C1=CC(=C(C(=O)O)C=C1)SC